O1CC=C2C1=C1C(C=C2)=C2C=CC=CC2=C1 Indeno-benzofurane